C(C=C)(=O)OC(CC)C γ-n-butyl acrylate